2-[5-[[(3,4-dimethylpyrimidino[4',5':4,5]furo[2,3-c]pyridazin-8-yl)amino]methyl]-2-pyridinyl]propan-2-ol CC1=C(C2=C(N=N1)OC1=C2N=CN=C1NCC=1C=CC(=NC1)C(C)(C)O)C